COC1=CC=CC=C1 ortho-methoxybenzene